FC(C(=O)O)(CC1=NC=C(C=C1)F)F α,α,5-trifluoro-2-pyridinepropionic acid